N-(4-(3-nitro-4-(1-oxo-1,2,3,4-tetrahydroisoquinolin-6-yl)-1H-pyrazol-1-yl)phenyl)acrylamide [N+](=O)([O-])C1=NN(C=C1C=1C=C2CCNC(C2=CC1)=O)C1=CC=C(C=C1)NC(C=C)=O